N-(trans-3-(6-(2-(trifluoromethyl)phenyl)-2H-indazol-2-yl)cyclohexyl)acrylamide FC(C1=C(C=CC=C1)C=1C=CC2=CN(N=C2C1)[C@@H]1C[C@H](CCC1)NC(C=C)=O)(F)F